3-Phenyl-5-propylthio-1,2,4-thiadiazole C1(=CC=CC=C1)C1=NSC(=N1)SCCC